C(CCC)C1CS(C2=C(N(C1)C1=CC=C(C=C1)F)C=C(C(=C2)OCC2(CC2)C(=O)OCC)SC)(=O)=O ethyl 1-(((3-butyl-5-(4-fluorophenyl)-7-(methylthio)-1,1-dioxido-2,3,4,5-tetrahydro-1,5-benzothiazepin-8-yl)oxy)methyl)cyclopropane-1-carboxylate